tert-butyl 5-((1R,2R,4S,5S)-9-methyl-3,9-diazatricyclo[3.3.1.02,4]nonan-3-yl)-1H-indole-1-carboxylate CN1[C@H]2[C@H]3N([C@H]3[C@@H]1CCC2)C=2C=C1C=CN(C1=CC2)C(=O)OC(C)(C)C